2-nitro-3-methoxy-4-hydroxybenzoic acid [N+](=O)([O-])C1=C(C(=O)O)C=CC(=C1OC)O